2-fluoro-4-formyl-N,N-diisopropylnicotinamide FC1=C(C(=O)N(C(C)C)C(C)C)C(=CC=N1)C=O